C(#N)C1=CC=C(C=C1)[C@]12[C@](C=3C(=NC(=CC3O1)C#N)OC)([C@@H]([C@@H]([C@H]2C2=CC=CC=C2)CN2CCN(CC2)C)O)O |r| Rac-(5aR,6S,7S,8R,8aS)-5a-(4-cyanophenyl)-8,8a-dihydroxy-1-methoxy-7-((4-methylpiperazin-1-yl)methyl)-6-phenyl-5a,7,8,8a-tetrahydro-6H-cyclopenta[4,5]furo[3,2-c]pyridine-3-carbonitrile